(9-ethyl-9H-carbazol-3-yl)-3-(4-methoxyphenyl)acrolein C(C)N1C2=CC=CC=C2C=2C=C(C=CC12)C(=O)C=CC1=CC=C(C=C1)OC